C(CCCCCCCCC)N(C(CCCN(C)C)=O)C(CCCCCCO)CCCCCCCCC N-decyl-4-(dimethylamino)-N-(1-hydroxyhexadecan-7-yl)butanamide